2-(3,5-dibromo-2-hydroxyphenyl)acetonitrile BrC=1C(=C(C=C(C1)Br)CC#N)O